5-(2-cyclopropyl-7H-pyrrolo[2,3-d]pyrimidin-5-yl)-3-(2,2-difluoroethyl)-2-methyl-3H-imidazo[4,5-b]pyridine C1(CC1)C=1N=CC2=C(N1)NC=C2C2=CC=C1C(=N2)N(C(=N1)C)CC(F)F